dibenzo-cycloHeptenone C1(C=CC=C2C=CC=C3C(=C21)C=CC=C3)=O